C(#N)C1=CC(=C(COC2=CC=CC(=N2)C=2C=CC(=C(C2)C2=CC=CC=C2)CC2=NC3=C(N2CCOC)C=C(C=C3)C(=O)O)C=C1)F 2-((5-(6-((4-cyano-2-fluorobenzyl)oxy)pyridin-2-yl)-[1,1'-biphenyl]-2-yl)methyl)-1-(2-methoxyethyl)-1H-benzo[d]imidazole-6-carboxylic acid